ClC=1C=CC(=C(OCCN2CCCC2)C1)[N+](=O)[O-] 1-(2-(5-chloro-2-nitrophenoxy)ethyl)pyrrolidine